(S)-N-methyl-N-(pyrrolidin-3-yl)quinolin-3-amine hydrochloride Cl.CN(C=1C=NC2=CC=CC=C2C1)[C@@H]1CNCC1